2,2-diphenylpropanoate C1(=CC=CC=C1)C(C(=O)[O-])(C)C1=CC=CC=C1